CC1=C(C(=O)NC2(CC2)C=2C=3C4=C(C(N(C4=CC2)C)=O)C=CC3)C=C(C=C1)C1CCNCC1 2-methyl-N-(1-(1-methyl-2-oxo-1,2-dihydrobenzo[cd]indol-6-yl)cyclopropyl)-5-(piperidin-4-yl)benzamide